C([C@@H]([C@H]([C@@H](C(=O)COP(=O)([O-])[O-])O)O)O)O The molecule is an organophosphate oxoanion obtained by deprotonation of the phosphate OH groups of L-sorbose 1-phosphate. Major microspecies at pH 7.3 It is a conjugate base of a L-sorbose 1-phosphate.